C(CCCCCCCCCCCCCCCCCCC)(=O)OCC(OC(CCCCCCCCCCCCCCCCCCC)=O)COC(CCCCCCCCCCCCCCCCCCC)=O glycerol trisarachidate